5-[8-[(4S)-4-(difluoromethoxy)-3,3-difluoro-pyrrolidin-1-yl]imidazo[1,2-b]pyridazin-6-yl]-1H-pyrimidine-2,4-dione FC(O[C@@H]1C(CN(C1)C=1C=2N(N=C(C1)C=1C(NC(NC1)=O)=O)C=CN2)(F)F)F